(R)-1-cyanopropyl-4-methylbenzenesulfonate C(#N)[C@@H](CC)OS(=O)(=O)C1=CC=C(C=C1)C